C1=CC(=C(C=C1C2=C(C(=O)C3=C(C=C(C=C3O2)O)O)OS(=O)(=O)O)O)OS(=O)(=O)O The molecule is a quercetin bissulfate having the sulfo groups at the 3- and 4'-positions. It is a trihydroxyflavone and a quercetin bissulfate. It is a conjugate acid of a quercetin-7-olate 3,4'-bissulfate(3-).